((R)-2-(((2R,3S,4R,5R)-5-(5-chloro-7-(cyclopentylamino)-3H-[1,2,3]triazolo[4,5-b]pyridin-3-yl)-3,4-dihydroxytetrahydrofuran-2-yl)methoxy)-1-hydroxypropan-2-yl)phosphonic acid ClC1=CC(=C2C(=N1)N(N=N2)[C@H]2[C@@H]([C@@H]([C@H](O2)CO[C@](CO)(C)P(O)(O)=O)O)O)NC2CCCC2